BrC(OC=1C=C(C=CC1C)C1CCN(CC1)C(=O)OC(C)(C)C)(F)F tert-Butyl 4-(3-(bromodifluoromethoxy)4-methylphenyl)piperidine-1-carboxylate